(Z)-5-[(dimethylamino)methylidene]-3-methyl-N-[(1,2-oxazol-3-yl)methyl]-4-oxo-4,5,6,7-tetrahydro-1-benzofuran-2-carboxamide CN(C)\C=C/1\CCC2=C(C(=C(O2)C(=O)NCC2=NOC=C2)C)C1=O